FC=1C(=C(C=CC1F)[C@H]1[C@@H](O[C@]([C@@H]1C)(C)C(F)F)C(=O)NC1=CC(=NC=C1)C(=O)N)OC |o1:8,9,11,12| rel-(2R,3S,4R,5S)-4-[[3-(3,4-difluoro-2-methoxy-phenyl)-5-(difluoromethyl)-4,5-dimethyltetrahydrofuran-2-carbonyl]amino]pyridine-2-carboxamide